4-(3-methoxypropyl)piperazin-2-one COCCCN1CC(NCC1)=O